1-[(2'S,6'S,7S)-2-chloro-6'-methyl-spiro[4,5-dihydrothieno[2,3-c]pyran-7,4'-piperidine]-2'-yl]cyclopropanamine ClC1=CC2=C(S1)[C@]1(C[C@H](N[C@H](C1)C)C1(CC1)N)OCC2